(2R)-1-{(3S*,4R*)-5-fluoro-4-[(methylsulfonyl)amino]-3-[(2,3',5'-trifluoro[biphenyl]-3-yl)methyl]-2-azabicyclo[3.1.1]heptan-2-yl}-1-oxopropan-2-yl acetate C(C)(=O)O[C@@H](C(=O)N1C2CC([C@@H]([C@@H]1CC=1C(=C(C=CC1)C1=CC(=CC(=C1)F)F)F)NS(=O)(=O)C)(C2)F)C |o1:11,12|